(S)-7-bromo-1,2,3,4-tetrahydro-1-naphthylamine BrC1=CC=C2CCC[C@@H](C2=C1)N